4-(1-cyano)ethyl-benzoic acid C(#N)C(C)C1=CC=C(C(=O)O)C=C1